CC=1N=C2N(N=C(C=C2C)C2=CC(=C3C(N(C=NC3=C2)C2CCNCC2)=O)F)C1 7-(2,8-dimethylimidazo[1,2-b]pyridazin-6-yl)-5-fluoro-3-(piperidin-4-yl)quinazolin-4(3H)-one